O=C1NC(CCC1N1C(C2=CC(=CC=C2C1=O)F)=O)=O 2,6-dioxopiperidin-3-yl-6-fluoroisoindoline-1,3-dione